5-[4-[4-[[4-[4-(5-amino-1H-indazol-3-yl)-2-pyridyl]piperazin-1-yl]methyl]-1-piperidyl]-1-piperidyl]-2-(2,6-dioxo-3-piperidyl)isoindoline-1,3-dione NC=1C=C2C(=NNC2=CC1)C1=CC(=NC=C1)N1CCN(CC1)CC1CCN(CC1)C1CCN(CC1)C=1C=C2C(N(C(C2=CC1)=O)C1C(NC(CC1)=O)=O)=O